benzyl (3,5-difluoro-4-formylphenyl)-carbamate FC=1C=C(C=C(C1C=O)F)NC(OCC1=CC=CC=C1)=O